(S)-7-(5-chloro-3-methyl-2-(piperidin-3-yloxy)phenyl)-1,2-dimethyl-1H-imidazo[4,5-b]pyridine ClC=1C=C(C(=C(C1)C1=C2C(=NC=C1)N=C(N2C)C)O[C@@H]2CNCCC2)C